3-(3-((2-((4-(4-((tert-butoxycarbonyl)amino)piperidin-1-yl)-3-(6-chloro-1H-benzo[d]imidazol-2-yl)-5-(3-fluoro-5-methylphenyl)pyridin-2-yl)amino)ethyl)amino)-3-oxopropoxy)propanoic acid C(C)(C)(C)OC(=O)NC1CCN(CC1)C1=C(C(=NC=C1C1=CC(=CC(=C1)C)F)NCCNC(CCOCCC(=O)O)=O)C1=NC2=C(N1)C=C(C=C2)Cl